N-sec-butyl-amine C(C)(CC)N